4,5-dihydroxy-2,7-naphthalenedisulfonic acid OC1=CC(=CC2=CC(=CC(=C12)O)S(=O)(=O)O)S(=O)(=O)O